C(C)(C)(C)OC(=O)C1(CC1)N1N=C(C2=C(C1=O)SC(=C2)NCC)C(C)C [2-(ethylamino)-4-isopropyl-7-oxo-thieno[2,3-d]pyridazin-6-yl]cyclopropanecarboxylic acid tert-butyl ester